BrC1=CC=C2C(C(=NN(C2=C1)C(C)C)NC(OC(C)(C)C)=O)=O tert-butyl (7-bromo-1-isopropyl-4-oxo-1,4-dihydrocinnolin-3-yl)carbamate